FC1=C(C=CC=C1)NC(C(=O)N[C@@H](CC(C)C)C=1N=NN(C1)[C@@H](C[C@H]1C(NCC1)=O)C(COC1=C(C(=CC(=C1F)F)F)F)=O)=O N1-(2-fluorophenyl)-N2-((S)-3-methyl-1-(1-((S)-3-oxo-1-((S)-2-oxopyrrolidin-3-yl)-4-(2,3,5,6-tetrafluorophenoxy)butan-2-yl)-1H-1,2,3-triazol-4-yl)butyl)oxalamide